C(CC)(=O)OC(CC)=O propionic anhydride